O=C1NC(CCC1N1C(C2=CC(=C(C=C2C1=O)F)N1CCN(CC1)CCCO)=O)=O 2-(2,6-Dioxopiperidin-3-yl)-5-fluoro-6-(4-(3-hydroxypropyl)piperazin-1-yl)isoindoline-1,3-dione